3-butyl-3-ethyl-5-(4-fluorophenyl)-8-hydroxy-7-methoxy-2,3,4,5-tetrahydro-1,5-benzothiazepine 1,1-dioxide C(CCC)C1(CS(C2=C(N(C1)C1=CC=C(C=C1)F)C=C(C(=C2)O)OC)(=O)=O)CC